The molecule is a 1,2-diacyl-sn-glycero-3-phosphocholine in which the acyl groups at positions 1 and 2 are specified as octanoyl. It is a 1,2-diacyl-sn-glycero-3-phosphocholine and an octanoate ester. CCCCCCCC(=O)OC[C@H](COP(=O)([O-])OCC[N+](C)(C)C)OC(=O)CCCCCCC